BrC=1C(=CC=2N=CN=C(C2N1)Cl)F 6-bromo-4-chloro-7-fluoro-pyrido[3,2-d]pyrimidine